tert-butyl (S)-4-((1-(4-fluorophenyl)-1,2,3,4-tetrahydroisoquinoline-2-carboxamido)methyl)-4-(hydroxymethyl)piperidine-1-carboxylate FC1=CC=C(C=C1)[C@@H]1N(CCC2=CC=CC=C12)C(=O)NCC1(CCN(CC1)C(=O)OC(C)(C)C)CO